CS(=O)(=O)OC=1C=C(C=CC1)NC(=O)NC1=CC=C(C=C1)OS(=O)(=O)CC N-[3-(methanesulfonyloxy)phenyl]-N'-[4-(ethanesulfonyloxy)phenyl]urea